S-(4-oxo-3-(2-oxo-2-(((S)-1-(4-(trifluoromethoxy)phenyl)ethyl)amino)ethyl)-3,4-dihydrobenzo[d][1,2,3]triazin-7-yl)cysteine O=C1C2=C(N=NN1CC(N[C@@H](C)C1=CC=C(C=C1)OC(F)(F)F)=O)C=C(C=C2)SC[C@H](N)C(=O)O